BrC1=CC=C(C=N1)C(C(F)F)NC(OC(C)(C)C)=O tert-Butyl N-[1-(6-bromo-3-pyridyl)-2,2-difluoroethyl]carbamate